O=C1NC(CCC1N1C(C2=CC=CC(=C2C1)OCCOCCOC=1C=C(C=CC1)[C@H]1[C@@H](CNC1)C#N)=O)=O |r| rac-(3S,4R)-4-(3-(2-(2-((2-(2,6-dioxopiperidin-3-yl)-1-oxoisoindolin-4-yl)oxy)ethoxy)ethoxy)phenyl)pyrrolidine-3-carbonitrile